bis{[(isopropoxycarbonyl)oxy]methyl} ({[(2R)-1-(6-amino-9H-purin-9-yl)-2-propanyl]oxy}methyl)phosphonate NC1=C2N=CN(C2=NC=N1)C[C@@H](C)OCP(OCOC(=O)OC(C)C)(OCOC(=O)OC(C)C)=O